COC=1C=C2C=CC=NC2=C(C1)NS(=O)(=O)C1=CC=C(C)C=C1 6-methoxy-8-p-toluenesulfonamido-quinoline